ethyl 2-(7-cyclopropyl-4-oxo-4,7-dihydro-3H-pyrrolo[2,3-d]pyrimidin-3-yl)acetate C1(CC1)N1C=CC2=C1N=CN(C2=O)CC(=O)OCC